Azetidin-1-yl(4-((7-chloro-1-methyl-6-(pyrazolo[1,5-a]pyrazin-3-yloxy)-1H-imidazo[4,5-b]pyridin-2-yl)amino)-6-ethylpyridin-2-yl)methanone N1(CCC1)C(=O)C1=NC(=CC(=C1)NC=1N(C=2C(=NC=C(C2Cl)OC=2C=NN3C2C=NC=C3)N1)C)CC